CN1C(=CC=C1)CN(CCCC)C N-((1-methyl-1H-pyrrol-2-yl)methyl)-N-methylbutan-1-amine